COC(C(CN1N=NC=C1)(C)C)=O 1H-1,2,3-triazol-1-yl-pivalic acid methyl ester